1-[(1S)-1-(3-chloro-4-pyridyl)ethyl]-3-[(3R)-4,4-difluorotetrahydrofuran-3-yl]-1-methyl-urea ClC=1C=NC=CC1[C@H](C)N(C(=O)N[C@@H]1COCC1(F)F)C